N-(4-methanesulfonyl-2-methylbutan-2-yl)-2-(pyridin-4-yl)pyrido[3,4-d]pyrimidin-4-amine CS(=O)(=O)CCC(C)(C)NC=1C2=C(N=C(N1)C1=CC=NC=C1)C=NC=C2